4-(9-methyl-2-(4-methyl-1-phenyl-1H-pyrazol-3-yl)-8-(pyridin-4-yl)-9H-purin-6-yl)morpholine CN1C2=NC(=NC(=C2N=C1C1=CC=NC=C1)N1CCOCC1)C1=NN(C=C1C)C1=CC=CC=C1